C(C)O[C@@H](C(=O)OC)C methyl (R)-2-ethoxypropanoate